6-(2,6-dichloro-4-nitrophenoxy)-2-(3-methoxybenzyl)-3,4-dihydroisoquinoline ClC1=C(OC=2C=C3CCN(CC3=CC2)CC2=CC(=CC=C2)OC)C(=CC(=C1)[N+](=O)[O-])Cl